ClC1=CC(=C(COC2=CC=CC(=N2)C2CCN(CC2)CC2=NC3=C(N2C)C=C(C=C3OCC(F)F)C(=O)O)C=C1)F 2-((4-(6-((4-Chloro-2-fluorobenzyl)oxy)pyridin-2-yl)piperidin-1-yl)methyl)-4-(2,2-difluoroethoxy)-1-methyl-1H-benzo[d]imidazole-6-carboxylic acid